ClC=1C=[N+](C=C(C1C[C@H](OC(C1=CC(=C(C=C1)SC)N(CCN1CCOCC1)S(=O)(=O)C)=O)C1=CC(=C(C=C1)OC(F)F)OCC1CC1)Cl)[O-] (S)-3,5-dichloro-4-(2-(3-(cyclopropylmethoxy)-4-(difluoromethoxy)-phenyl)-2-(4-(methylsulfanyl)-3-(N-(2-morpholinoethyl)methylsulfonylamino)-benzoyloxy)ethyl)pyridine 1-oxide